FC(C=1C=C2C=CNC2=CC1)F 5-(difluoromethyl)-1H-indol